ClC1=C(C=CC=C1)C=1N(C2=NC(=NC(=C2N1)N1CCC(CC1)(C(=O)N)C)O[C@H](CO)C)C1=CC=C(C=C1)Cl 1-[8-(2-chlorophenyl)-9-(4-chlorophenyl)-2-[(1S)-2-hydroxy-1-methyl-ethoxy]purin-6-yl]-4-methyl-piperidine-4-carboxamide